CN(CCCN1C2=CC=C3C(=C2C=2C1=NC=1CCCCC1C2N)C=CC=C3)C 7-(3-(dimethylamino)propyl)-9,10,11,12-tetrahydro-7H-benzo[4,5]indolo[2,3-b]quinolin-13-amine